C(CCCCCCC)OC(CCC(=O)OCCCCCCCCC(CCCCCCCCOC(CCC(OCCCCCCCC)OCCCCCCCC)=O)OC(CCCN(CC)CC)=O)OCCCCCCCC 9-((4-(diethylamino)butanoyl)oxy)heptadecane-1,17-diyl bis(4,4-bis(octyloxy) butanoate)